FC=1C=C(C=CC1)S(=O)(=O)OC1=CC=CC=2CC3N(CC12)CCC=1C=CC=CC13 5,6,7,8,13,13a-hexahydroisoquinolino[2,1-b]isoquinolin-9-yl 3-fluorobenzenesulfonate